ClC=1C(=NC(=CC1)C1=CC2=C(OC(O2)(F)F)C(=C1)F)C(=O)O 3-Chloro-6-(2,2,7-trifluorobenzo[d][1,3]dioxol-5-yl)picolinic acid